C(C)(C)OC=1N=CC(=NC1)C1=NSC(=N1)NC1=NC=CC=C1C 3-(5-Isopropoxypyrazin-2-yl)-N-(3-methylpyridin-2-yl)-1,2,4-thiadiazol-5-amine